5-[2-(3',4'-dimethoxyspiro[1,3-dioxane-2,9'-thioxanthene]-5-yl)ethyl]-3',4'-dimethoxy-spiro[1,3-dioxane-2,9'-thioxanthene] COC=1C=CC=2C3(C4=CC=CC=C4SC2C1OC)OCC(CO3)CCC3COC1(C2=CC=CC=C2SC=2C(=C(C=CC12)OC)OC)OC3